tert-butyl 3-[4-fluoro-4-(piperazin-1-ylmethyl)piperidine-1-carbonyl]azetidine-1-carboxylate FC1(CCN(CC1)C(=O)C1CN(C1)C(=O)OC(C)(C)C)CN1CCNCC1